[Cl-].C1(CCCCC1)P cyclohexyl-phosphine chloride